CN1C=CN2N=CC(=C21)C(=O)N2CC1(C2)CC(C1)NC(=O)NC1=NC(=CN=C1)C(F)(F)F 1-(2-(1-methyl-1H-imidazo[1,2-b]pyrazole-7-carbonyl)-2-azaspiro[3.3]heptan-6-yl)-3-(6-(trifluoromethyl)pyrazin-2-yl)urea